2-[(2,4-dichlorophenyl)methylamino]-5-(2-phenylethyl)-4H-[1,2,4]triazolo[1,5-a]pyrimidin-7-one ClC1=C(C=CC(=C1)Cl)CNC1=NN2C(NC(=CC2=O)CCC2=CC=CC=C2)=N1